butyl 4-(1H-imidazol-2-yl)-4-phenethylpiperidine-1-carboxylate N1C(=NC=C1)C1(CCN(CC1)C(=O)OCCCC)CCC1=CC=CC=C1